5-(6-methoxypyridazin-4-yl)-2-[6-(3-{spiro[3.3]heptan-2-ylamino}pyrrolidin-1-yl)pyridazin-3-yl]phenol COC1=CC(=CN=N1)C=1C=CC(=C(C1)O)C=1N=NC(=CC1)N1CC(CC1)NC1CC2(C1)CCC2